(cyclopropanecarbonyl)-4-((6-(trifluoromethyl)pyridin-3-yl)methoxy)pyrrolidin C1(CC1)C(=O)N1CCC(C1)OCC=1C=NC(=CC1)C(F)(F)F